FC=1C(=NC=CC1)C1=NC2=CC(=CC=C2C=C1)C(=C(C#N)C#N)OC 2-((2-(3-fluoropyridin-2-yl)quinolin-7-yl)(methoxy)methylene)malononitrile